C(C)(C)(C)C1=CC=C2C(=CC=C3C4=C(C=CC5=C(C=CC(C1=C23)=C45)C(C)(C)C)C(C)(C)C)C(C)(C)C 1,4,7,10-tetratert-butylperylene